1-(3-chloropyridine-2-yl)-3-pyrazolone ClC=1C(=NC=CC1)N1NC(=O)C=C1